(S)-(6-cyclopropylpyrazolo[1,5-a]pyridin-3-yl)(4-(7-(difluoromethyl)pyrazolo[1,5-a]pyridin-2-yl)-6,7-dihydro-1H-imidazo[4,5-c]pyridin-5(4H)-yl)methanone C1(CC1)C=1C=CC=2N(C1)N=CC2C(=O)N2[C@@H](C1=C(CC2)NC=N1)C1=NN2C(C=CC=C2C(F)F)=C1